di-n-butyl 3,6-dimethylcyclohexane-1,2-dicarboxylate CC1C(C(C(CC1)C)C(=O)OCCCC)C(=O)OCCCC